OC=1C=C(C=CC1C)NC(=O)C1CCN(CC1)C(=O)OC(C)(C)C tert-butyl 4-((3-hydroxy-4-methylphenyl)carbamoyl)piperidine-1-carboxylate